C(C)(=O)NC1=CC=C(C=C1)/C(=C\1/C(NC2=CC=C(C=C12)C(=O)OC)=O)/NC1=CC=C(C=C1)N(C(CN1CCN(CC1)C)=O)C Methyl (Z)-3-((4-acetamidophenyl)((4-(N-methyl-2-(4-methylpiperazin-1-yl)acetamido)phenyl)amino)methylene)-2-oxoindoline-5-carboxylate